[C@@H]1(OCCC2=CC=CC=C12)[C@@H]1NCC(C1)(C)C (R)-2-((S)-isochroman-1-yl)-4,4-dimethylpyrrolidine